3-bromo-7-methyl-2-(trifluoromethyl)-4H-pyrido[1,2-a]pyrimidin-4-one BrC1=C(N=C2N(C1=O)C=C(C=C2)C)C(F)(F)F